COC=1N=C2C(=CC=NC2=CC1OC)OC1=C(C=C(C=C1)NC(=O)C=1C=NC(=C(C1O)C=1N(N=CC1)C)C)F N-[4-[(6,7-Dimethoxy-1,5-naphthyridin-4-yl)oxy]-3-fluoro-phenyl]-4-hydroxy-6-methyl-5-(2-methylpyrazol-3-yl)pyridine-3-carboxamide